(S)-4-(7-(4-cyanopyridin-2-yl)-5-(pyridin-2-yl)-7H-pyrrolo[2,3-d]pyrimidin-4-yl)-3-methylpiperazine-1-carboxylic acid tert-butyl ester C(C)(C)(C)OC(=O)N1C[C@@H](N(CC1)C=1C2=C(N=CN1)N(C=C2C2=NC=CC=C2)C2=NC=CC(=C2)C#N)C